methyl (Z)-octadec-13-enoate C(CCCCCCCCCCC\C=C/CCCC)(=O)OC